FC(OC=1C=C(C=CC1)NC1=NC2=C(N1)C=C(C=C2C(F)(F)F)C(F)(F)F)(F)F N-(3-(trifluoromethoxy)phenyl)-4,6-bis(trifluoromethyl)-1H-benzo[d]imidazol-2-amine